C(C)P(C(C1=C(C=C(C=C1C)C)C)=O)=O ethyl-(2,4,6-trimethylbenzoyl)phosphine oxide